triethanolamine N-myristoyl-L-aspartate C(CCCCCCCCCCCCC)(=O)N[C@@H](CC(=O)O)C(=O)O.N(CCO)(CCO)CCO